NC(C(=O)O)C(O)C1=CC=C(C=C1)C(=O)OC(C)(C)C 2-amino-3-(4-(tert-butoxycarbonyl)phenyl)-3-hydroxypropanoic acid